COCN1C(OC(C1)(C)COCC1=C(C(=O)NC2=NN=NN2C)C=CC(=N1)C(F)(F)F)=O 2-(((3-(Methoxymethyl)-5-methyl-2-oxooxazolidin-5-yl)methoxy)methyl)-N-(1-methyl-1H-tetrazole-5-yl)-6-(trifluoromethyl)nicotinamide